2-((2,2-difluoro-1-hydroxy-7-(trifluoromethylsulfanyl)-2,3-dihydro-1H-inden-4-yl)oxy)benzonitrile FC1(C(C2=C(C=CC(=C2C1)OC1=C(C#N)C=CC=C1)SC(F)(F)F)O)F